(4-((2,4-diamino-7H-pyrrolo[2,3-h]quinazolin-7-yl)methyl)phenyl)(phenyl)methanone NC1=NC2=C3C(=CC=C2C(=N1)N)N(C=C3)CC3=CC=C(C=C3)C(=O)C3=CC=CC=C3